NC(C(=O)O)CNS(=O)(=O)C1=CC=CC2=C(C=CC=C12)N(C)C 2-amino-3-[[5-(dimethylamino)-1-naphthyl]sulfonylamino]propanoic acid